(R)-1-chloro-N-(1-(2-fluoroethyl)piperidin-3-yl)pyrido[3,4-d]pyridazin-4-amine ClC1=C2C(=C(N=N1)N[C@H]1CN(CCC1)CCF)C=NC=C2